ONC(\C=C\C1=C(C=CC=C1)N1CCC(CC1)NC(CN(S(=O)(=O)C)C)=O)=O (E)-N-hydroxy-3-(2-(4-(2-(N-methylmethylsulfonamido)acetamido)piperidin-1-yl)phenyl)acrylamide